1-[2-fluoro-4-(5-{2-[2-fluoro-5-(trifluoromethoxy)phenyl]acetamido}-1,3,4-thiadiazol-2-yl)butyl]-N-methyl-1H-1,2,3-triazole-4-carboxamide FC(CN1N=NC(=C1)C(=O)NC)CCC=1SC(=NN1)NC(CC1=C(C=CC(=C1)OC(F)(F)F)F)=O